CC1C2C(C(CC1)C)C(=O)OC2=O 3,6-dimethylcyclohexane-1,2-dicarboxylic anhydride